5-fluoro-6-methoxy-2-methylquinazoline-4-thiol FC1=C2C(=NC(=NC2=CC=C1OC)C)S